1-(5-bromopyridin-3-yl)ethan-1-ol lead [Pb].BrC=1C=C(C=NC1)C(C)O